(R)-1-methyl-4-((1-methyl-3-(trifluoromethyl)-1H-pyrazol-4-yl)methyl)-N-(1-methylcyclopropyl)-5-oxo-1,2,4,5-tetrahydroimidazo[1,2-a]quinazoline-7-sulfonamide C[C@@H]1CN=C2N1C1=CC=C(C=C1C(N2CC=2C(=NN(C2)C)C(F)(F)F)=O)S(=O)(=O)NC2(CC2)C